7-ethoxy-2-[(1s,2r)-2-fluorocyclopropyl]-N-(6-methoxy-2-pyridinyl)imidazo[1,2-a]pyridine-6-carboxamide C(C)OC1=CC=2N(C=C1C(=O)NC1=NC(=CC=C1)OC)C=C(N2)[C@H]2[C@@H](C2)F